C(C)(C)(C)OC(=O)OC(=O)OC(C)(C)C.C(C)(C)C1=NN(C=2C=NN(C(C21)=O)CC(=O)N[C@@H](C)C2=CC=C(C=C2)OC(F)(F)F)C (S)-2-(3-isopropyl-1-methyl-4-oxo-1,4-dihydro-5H-pyrazolo[3,4-d]pyridazin-5-yl)-N-(1-(4-(trifluoromethoxy)phenyl)ethyl)acetamide di-tertbutyldicarbonate